(1S,3aR,6aS)-N-[(2S)-4-hydroxy-3-oxo-1-[(3S)-2-oxopyrrolidin-3-yl]butan-2-yl]-octahydrocyclopenta[c]pyrrole-1-carboxamide OCC([C@H](C[C@H]1C(NCC1)=O)NC(=O)[C@H]1NC[C@H]2[C@@H]1CCC2)=O